(tert-Butyl)-N-(1-ethylcyclopropyl)-2-methoxy-1H-imidazole-1-carboxamide C(C)(C)(C)C=1N=C(N(C1)C(=O)NC1(CC1)CC)OC